C(CCCCCCCCC)O[C@@H]1O[C@@H]([C@H]([C@H]1O)O)COC(C1=CC=CC=C1)(C1=CC=CC=C1)C1=CC=CC=C1 (2R,3R,4S,5R)-2-(decyloxy)-5-((triphenylmethoxy)methyl)tetrahydrofuran-3,4-diol